6-fluoro-5-(4-(4-(6-fluoro-4-oxo-3,4-dihydro-quinazolin-2-yl)-2-azabicyclo[2.1.1]hexane-2-yl)piperidin-1-yl)-N-methylpyridineamide FC1=C(C=CC(=N1)C(=O)NC)N1CCC(CC1)N1C2CC(C1)(C2)C2=NC1=CC=C(C=C1C(N2)=O)F